1-(2-hydroxy-2-methylpropyl)-5-(7-(2-(methylsulfonyl)pyridin-4-yl)furo[3,2-b]pyridin-2-yl)pyridin-2(1H)-one OC(CN1C(C=CC(=C1)C1=CC2=NC=CC(=C2O1)C1=CC(=NC=C1)S(=O)(=O)C)=O)(C)C